2-((S)-1-acryloyl-4-((R)-2-(3-(dimethylamino)-3-(methoxymethyl)azetidin-1-yl)-7-(7-fluoro-3,4-dihydroquinolin-1(2H)-yl)-5,6,7,8-tetrahydroquinazolin-4-yl)piperazin-2-yl)acetonitrile C(C=C)(=O)N1[C@H](CN(CC1)C1=NC(=NC=2C[C@@H](CCC12)N1CCCC2=CC=C(C=C12)F)N1CC(C1)(COC)N(C)C)CC#N